N-(6-cyano-5-cyclopentylpyridin-2-yl)-2-[(1-methyl-1H-1,2,3,4-tetrazol-5-yl)sulfanyl]-5-nitrobenzamide C(#N)C1=C(C=CC(=N1)NC(C1=C(C=CC(=C1)[N+](=O)[O-])SC1=NN=NN1C)=O)C1CCCC1